FC(C1=NN(C=C1)C)F 3-difluoromethyl-1-methyl-1H-pyrazole